C(C)OC1=CC(=NN1)C(=O)NN 5-ethoxy-3-pyrazoleformylhydrazine